NC1CN(CC1NC(=O)OCC1=CC=CC=C1)C(=O)OC(C)(C)C tert-butyl 3-amino-4-(((benzyloxy)carbonyl)amino)pyrrolidine-1-carboxylate